(±)-1-[(3,4-dichlorophenyl)methyl]-3,7-dimethyl-8-{[(cis)-4-aminocyclohexyl]amino}-2,3,6,7-tetrahydro-1H-purine-2,6-dione ClC=1C=C(C=CC1Cl)CN1C(N(C=2N=C(N(C2C1=O)C)N[C@@H]1CC[C@@H](CC1)N)C)=O |r|